(Z)-2-((dimethylamino)methylene)-5,5-dimethylcyclohexan-1-one CN(C)\C=C\1/C(CC(CC1)(C)C)=O